C(C)(=O)OCC1CC(=CC(C1)C)C 3,5-dimethyl-3-cyclohexene-1-methanol 1-acetate